BrC1=C(NC2=NSC3=C2C=CC=C3)C=CC=C1C1=CC3=C(OCCO3)C=C1 3-(2-bromo-3-(1,4-benzodioxan-6-yl)anilino)benzisothiazol